N.NN hydrazine compound with ammonia